ClC=1N=C(C2=C(N1)C1=C(O2)C=CC(=C1)C1=CC=CC=2C3=CC=CC=C3C(C12)(C)C)Cl 2,4-dichloro-8-(9,9-dimethyl-9H-fluoren-1-yl)benzo[4,5]furo[3,2-d]pyrimidine